O=C1NC(CCC1N1C(C2=CC=CC(=C2C1=O)NC(CN1CCNCC1)=O)=O)=O N-[2-(2,6-dioxopiperidin-3-yl)-1,3-dioxoisoindolin-4-yl]-2-(piperazin-1-yl)acetamide